5-(2-bromo-3,6-dimethylphenoxy)-2,2-dimethylpentanoic acid BrC1=C(OCCCC(C(=O)O)(C)C)C(=CC=C1C)C